FC1=C(C(=CC(=C1)NC1CN(C1)CCCF)F)[C@H]1N([C@@H](CC2=C1NC1=CC=CC=C21)C)C[C@@H](C(=O)O)C (2S)-3-[(1R,3R)-1-[2,6-difluoro-4-[[1-(3-fluoropropyl)azetidin-3-yl]amino]phenyl]-3-methyl-1,3,4,9-tetrahydropyrido[3,4-b]indol-2-yl]-2-methyl-propanoic acid